C(C1=CC=CC=C1)N1N=C(C2=CC=CC=C2C1=O)C=1C=C(CNS(=O)(=O)NC(OC(C)(C)C)=O)C=CC1 tert-butyl (N-(3-(3-benzyl-4-oxo-3,4-dihydrophthalazinyl)benzyl)sulfamoyl)carbamate